ClC1=CC(=C(C=C1)O)\C=C(/CC)\[N+](=O)[O-] (E)-4-chloro-2-(2-nitro-1-buten-1-yl)phenol